1,1-dimethyl-4-Phenylpiperazinium iodide [I-].C[N+]1(CCN(CC1)C1=CC=CC=C1)C